1,14-dichlorotetradecane ClCCCCCCCCCCCCCCCl